2-(morpholin-4-yl)-8-(1H-pyrazol-3-yl)-[1,7]naphthyridine N1(CCOCC1)C1=NC2=C(N=CC=C2C=C1)C1=NNC=C1